4-indanyl methyl ketone CC(=O)C=1C=2CCCC2C=CC1